BrC=1C=CC=C2/C(/C(NC12)=O)=C/1\C(N(/C(/S1)=N/C1=CC=C(C=C1)S(=O)(=O)NC(C)=O)CC)=O N-((4-(((Z)-5-((Z)-7-bromo-2-oxoindolin-3-ylidene)-3-ethyl-4-oxothiazolidin-2-ylidene)amino)phenyl)sulfonyl)acetamide